CSC=1N=C(C2=C(N1)CCOC2)O 2-methylsulfanyl-7,8-dihydro-5H-pyrano[4,3-d]pyrimidin-4-ol